4-pyrazol-1-yl-5-(trifluoromethyl)pyrimidin-2-amine N1(N=CC=C1)C1=NC(=NC=C1C(F)(F)F)N